maleamic acid (maleamate) C(\C=C/C(=O)N)(=O)O.C(\C=C/C(=O)N)(=O)O